O[C@@H](C)C=1N(C=CN1)CC1=NOC(=C1)C1=CC=C(C=C1)C#CC=1C=C(C#N)C=CC1 (S)-3-((4-(3-((2-(1-hydroxyethyl)-1H-imidazol-1-yl)methyl)isoxazol-5-yl)phenyl)ethynyl)benzonitrile